CNCCC1=CC=C(C=C1)OC The molecule is a secondary amino compound that is tyramine in which the hydrogen of the phenolic hydroxy group has been replaced by a methyl group. It has a role as a metabolite. It is a secondary amino compound and an aromatic ether. It derives from a 4-methoxyphenylethylamine, a N-methyltyramine and a tyramine.